CC1=NC(=CC(=C1)C=1NC2=CC=C(C=C2C1C(C)C)C1CCN(CC1)C1C2C(OCC1)CCC2)C 2-(2,6-dimethylpyridin-4-yl)-3-isopropyl-5-(1-(octahydrocyclopenta[b]pyran-4-yl)piperidin-4-yl)-1H-indole